3-((S)-3-((S)-sec-butyl)-7-chloro-2-oxo-5-phenyl-2,3-dihydro-1H-benzo[e][1,4]diazepin-1-yl)-N-(tert-butylsulfonyl)propanamide [C@H](C)(CC)[C@@H]1N=C(C2=C(N(C1=O)CCC(=O)NS(=O)(=O)C(C)(C)C)C=CC(=C2)Cl)C2=CC=CC=C2